ethyl 4-[[5-(tert-butoxycarbonylamino)-phenyl]carbamoyl]benzoate C(C)(C)(C)OC(=O)NC=1C=CC=C(C1)NC(=O)C1=CC=C(C(=O)OCC)C=C1